6-BENZOYL-1-PROPYLNAPHTHALEN C(C1=CC=CC=C1)(=O)C=1C=C2C=CC=C(C2=CC1)CCC